FC=1C=C(C=CC1F)N1C(CCCC1=O)C1=NC2=C(N1C1=CC(=NS1)CC(=O)NC)C=CC(=C2)C=2C(=NOC2C)C 2-(5-(2-(1-(3,4-difluorophenyl)-6-oxopiperidin-2-yl)-5-(3,5-dimethylisoxazol-4-yl)-1H-benzo[d]imidazol-1-yl)isothiazol-3-yl)-N-methylacetamide